1-(9Z-heptadecenoyl)-2-(9Z-nonadecenoyl)-glycero-3-phosphocholine CCCCCCCCC/C=C\CCCCCCCC(=O)O[C@H](COC(=O)CCCCCCC/C=C\CCCCCCC)COP(=O)([O-])OCC[N+](C)(C)C